3-((2-fluoro-6-(trifluoromethyl)benzyl)oxy)azetidine hydrochloride Cl.FC1=C(COC2CNC2)C(=CC=C1)C(F)(F)F